(3-methoxy-5-(quinolin-4-yloxy)phenyl)acetamide COC=1C=C(C=C(C1)OC1=CC=NC2=CC=CC=C12)CC(=O)N